Diisopropylethyl-amin C(C)(C)N(CC)C(C)C